6-(6-(difluoromethoxy)pyridin-3-yl)-N-((5-fluoro-2-methoxypyridin-4-yl)methoxy)pyrazine-2-carboxamide FC(OC1=CC=C(C=N1)C1=CN=CC(=N1)C(=O)NOCC1=CC(=NC=C1F)OC)F